COC(=O)[C@H]1O[C@]([C@H]([C@H]1C1=C(C(=C(C(=C1)I)F)F)O)C)(C(F)(F)F)C (2s,3s,4s,5r)-3-(3,4-difluoro-2-hydroxy-5-iodophenyl)-4,5-dimethyl-5-(trifluoromethyl)tetrahydrofuran-2-carboxylic acid methyl ester